3-((3-((1s,3s)-3-(4-chlorophenyl)-3-fluorocyclobutyl)-1,2,4-oxadiazol-5-yl)methyl)-5-methylpyrazolo[5,1-f][1,2,4]triazin-4(3H)-one ClC1=CC=C(C=C1)C1(CC(C1)C1=NOC(=N1)CN1C=NN2C(C1=O)=C(C=N2)C)F